8-(2,3-difluorobenzyl)-2-(furan-2-ylmethyl)-6-phenylimidazo[1,2-a]pyrazin-3(7H)-one FC1=C(CC2=C3N(C=C(N2)C2=CC=CC=C2)C(C(=N3)CC=3OC=CC3)=O)C=CC=C1F